N=1NN=NC1CC1=CC(=C(CC=2C(=NC(=NC2C)N)NCCCC)C=C1)OC 5-(4-((2H-tetrazol-5-yl)methyl)-2-methoxybenzyl)-N4-butyl-6-methylpyrimidine-2,4-diamine